5-(DIETHYLAMINO)PYRAZINE-2-BORONIC ACID C(C)N(C=1N=CC(=NC1)B(O)O)CC